C1(CCC1)C=1C=C(OC2=C(N=NN2)C(=O)O)C=CC1 5-(3-cyclobutylphenoxy)-1H-1,2,3-triazole-4-carboxylic acid